C[C@]1([C@H]2CN(C[C@H]2C1)CC=C)OC=1C=2N(C=C(N1)C=1C=NN(C1)C)N=CC2 1-((1S,5R,6S)-6-methyl-6-((6-(1-methyl-1H-pyrazol-4-yl)pyrazolo[1,5-a]pyrazin-4-yl)oxy)-3-azabicyclo[3.2.0]heptan-3-yl)prop-2-en